1-((R)-1-(((6,8-difluoro-4-((R)-3-methyl-3-((trimethylsilyl)oxy)piperidin-1-yl)quinazolin-2-yl)oxy)methyl)-2,2-difluorocyclopropyl)-N,N-dimethylmethanamine FC=1C=C2C(=NC(=NC2=C(C1)F)OC[C@]1(C(C1)(F)F)CN(C)C)N1C[C@@](CCC1)(O[Si](C)(C)C)C